5-Azido-1-iodopentane N(=[N+]=[N-])CCCCCI